C(C=C)(=O)OCCCCCCCCCCCP(=O)(O)O 11-phosphonoundecyl acrylate